(2R)-2-[[4-(2-chlorophenyl)-7-quinolyl]oxy]-N,N-dimethyl-propanamide ClC1=C(C=CC=C1)C1=CC=NC2=CC(=CC=C12)O[C@@H](C(=O)N(C)C)C